ClC=1C=C(C=CC1)S(=O)(=O)N1CCC=2C1=CN=CC2C2=CC=C(C#N)C=C2 4-(1-((3-chlorophenyl)sulfonyl)-2,3-dihydro-1H-pyrrolo[2,3-c]pyridin-4-yl)benzonitrile